CCCCC/C=C\C/C=C\CCCCCCCCCC(=O)O[C@H](COC(=O)CCC/C=C\C/C=C\C/C=C\C/C=C\C/C=C\CC)COP(=O)(O)OC[C@@H](C(=O)O)N 1-(5Z,8Z,11Z,14Z,17Z-eicosapentaenoyl)-2-(11Z,14Z-eicosadienoyl)-glycero-3-phosphoserine